COC1=CC=C(C2=C1NC(=N2)NC(=O)N2CCC(CC2)OC2=CC=CC=C2)C=2C=NN(C2)C N-[7-methoxy-4-(1-methyl-1H-pyrazol-4-yl)-1H-1,3-benzodiazol-2-yl]-4-phenoxypiperidine-1-carboxamide